2-(azetidin-1-yl)-N-{5-[1-(4-ethylphenyl)-1H-pyrazol-4-yl]-1H-indol-3-yl}-2-oxoacetamide N1(CCC1)C(C(=O)NC1=CNC2=CC=C(C=C12)C=1C=NN(C1)C1=CC=C(C=C1)CC)=O